5-({[1-(3-chlorophenyl)cyclopropyl]carbonyl}amino)-2-(1-cyclobutyl-1H-pyrazol-4-yl)benzoic acid methyl ester COC(C1=C(C=CC(=C1)NC(=O)C1(CC1)C1=CC(=CC=C1)Cl)C=1C=NN(C1)C1CCC1)=O